C(#N)C(NC(=O)[C@@H]1[C@H]2C([C@H]2CN1C([C@H](C(C)(C)C)NC(C(F)(F)F)=O)=O)(C)C)C=1N=CN2C1C=NC=C2 (1R,2S,5S)-N-[cyano(imidazo[1,5-a]pyrazin-1-yl)methyl]-3-[(2S)-3,3-dimethyl-2-[(2,2,2-trifluoroacetyl)amino]butanoyl]-6,6-dimethyl-3-azabicyclo[3.1.0]hexane-2-carboxamide